thiazoleformyl chloride S1C(=NC=C1)C(=O)Cl